ClC=1C=C2C(=CC(=NC2=C(C1)C(C)=O)N1CCOCC1)C#C[Si](C)(C)C 1-[6-chloro-2-morpholino-4-(2-trimethylsilylethynyl)-8-quinolyl]ethanone